2-(4,5-dichloro-6-oxopyridazin-1(6H)-yl)-N-(3-(N,N-dimethylsulfamoyl)-4-methylphenyl)-N-(2-(pyridin-2-yl)ethyl)acetamide ClC=1C=NN(C(C1Cl)=O)CC(=O)N(CCC1=NC=CC=C1)C1=CC(=C(C=C1)C)S(N(C)C)(=O)=O